NC(C(=O)OC(C)(C)C)CCCC tert-butyl aminocaproate